C1=CC=CC2=CC3=CC=CC=C3C(=C12)OCCSCCOC=1C2=CC=CC=C2C=C2C=CC=CC12 2-(9-anthraceneoxy)ethylsulfide